(2s,4r)-2-(4-(5-(4,4-difluorocyclohexyl)-1,2,4-oxadiazol-3-yl)-4-(trifluoromethyl)piperidine-1-carbonyl)-4-hydroxy-5,5-dimethylpiperidine-1-carboxylic acid tert-butyl ester C(C)(C)(C)OC(=O)N1[C@@H](C[C@H](C(C1)(C)C)O)C(=O)N1CCC(CC1)(C(F)(F)F)C1=NOC(=N1)C1CCC(CC1)(F)F